methyl 7-nitro-4-(tetrahydrofuran-3-yl)-3,4-dihydro-2H-benzo[B][1,4]oxazine-6-carboxylate [N+](=O)([O-])C=1C(=CC2=C(OCCN2C2COCC2)C1)C(=O)OC